SCC(=O)OCCOC(CS)=O ethylene glycol bis(mercaptoacetate)